FC1=C(CC2(CCN(CC2)C(C2=C(N=CC=C2)C2=NC=NC=C2)=O)C#N)C(=CC=C1)F 4-(2,6-difluorobenzyl)-1-(2-(pyrimidin-4-yl)nicotinoyl)piperidine-4-carbonitrile